methyl(pyridin-3-yl)(((6-(5-(trifluoromethyl)-1,2,4-oxadiazol-3-yl)imidazo[1,2-a]pyridin-2-yl)methyl)imino)-λ6-sulfanone CS(=O)(=NCC=1N=C2N(C=C(C=C2)C2=NOC(=N2)C(F)(F)F)C1)C=1C=NC=CC1